2-Hydroxy-4-(4-methyl-piperazine-1-carbonyl)benzaldehyde OC1=C(C=O)C=CC(=C1)C(=O)N1CCN(CC1)C